palladium ditertiary butylphosphine palladium chloride [Pd](Cl)Cl.C(C)(C)(C)PC(C)(C)C.[Pd]